triethoxydecanoyl-silane ethyl-5-(benzyloxy)-7-methylchromane-8-carboxylate C(C)OC(=O)C=1C(=CC(=C2CCCOC12)OCC1=CC=CC=C1)C.C(C)OC(CCCCCCCCC(=O)[SiH3])(OCC)OCC